CS(=O)(=O)C1=CC=C(CNC(=O)C=2C(N(C(=C(C2)C=2OC(=NN2)C)C)C2=CC(=CC=C2)C(F)(F)F)=O)C=C1 6-methyl-5-(5-methyl-[1,3,4]oxadiazol-2-yl)-2-oxo-1-(3-trifluoromethylphenyl)-1,2-dihydro-pyridine-3-carboxylic acid 4-methanesulfonyl-benzylamide